BrC1=C(C=C2C(=NC(=NC2=C1C#N)OC[C@]12CCCN2C[C@@H](C1)F)N(C)C1CC(C1)O[Si](C)(C)C(C)(C)C)Cl 7-bromo-4-(((1s,3R)-3-((tert-butyldimethylsilyl)oxy)cyclobutyl)(methyl)amino)-6-chloro-2-(((2R,7aS)-2-fluorotetrahydro-1H-pyrrolizin-7a(5H)-yl)methoxy)quinazoline-8-carbonitrile